FC=1C=CC(=C(C1)C(CC=1C=C(C(NC1)=O)/C(/C)=N/OC(C)C)O)OC 5-(2-(5-fluoro-2-methoxyphenyl)-2-hydroxyethyl)-3-((E)-1-(isopropoxyimino)ethyl)-2-oxopyridin